2-CHLORO-5-BORONOBENZAMIDE ClC1=C(C(=O)N)C=C(C=C1)B(O)O